C1(=CC=CC=C1)C1=CC=CC(=N1)C=1C(=C(C(=C(C1N1C2=CC=CC=C2C=2C=CC=CC12)N1C2=CC=CC=C2C=2C=CC=CC12)C=1C=NC=CC1)N1C2=CC=CC=C2C=2C=CC=CC12)N1C2=CC=CC=C2C=2C=CC=CC12 9,9',9'',9'''-(3-(6-phenylpyridin-2-yl)-6-(pyridin-3-yl)benzene-1,2,4,5-tetrayl)tetrakis(9H-carbazole)